NC1=C(C(=O)OC)C=C(C(=C1I)C=1SC=C(C1)Cl)C(F)(F)F methyl 2-amino-4-(4-chlorothiophen-2-yl)-3-iodo-5-(trifluoromethyl)benzoate